BrC1=CC=C(C=C1)N1CCN(CC1)C1=CC=C(C=C1)N1C(N(N=C1)CC(C)(C)O)=O 4-(4-(4-(4-bromophenyl)piperazin-1-yl)phenyl)-2-(2-hydroxy-2-methylpropyl)-2,4-dihydro-3H-1,2,4-triazol-3-one